OC(CS(=O)(=O)O)CO 2,3-dihydroxy-1-propanesulfonic acid